NC=1C=C(OC=2C3=C(N=C(N2)NC2=CC=C(C=C2)N2CCN(CC2)C)COC3)C=CC1 4-(3-aminophenoxy)-N-(4-(4-methylpiperazin-1-yl)phenyl)-5,7-dihydrofurano[3,4-d]pyrimidin-2-amine